methyl 5-(tert-butoxycarbonylamino)-6-oxo-1-phenyl-pyridazine-3-carboxylate C(C)(C)(C)OC(=O)NC1=CC(=NN(C1=O)C1=CC=CC=C1)C(=O)OC